2,3-difluoro-1-methoxy-4-((4-(4-methyl-3-pentenyl)-3-cyclohexenyl)methoxy)benzene FC1=C(C=CC(=C1F)OCC1CC=C(CC1)CCC=C(C)C)OC